BrC/C=C/C(=O)O (e)-4-bromobut-2-enoic acid